1-(3,5-dimethyl-1-((2-(trimethylsilyl)ethoxy)methyl)-1H-pyrazol-4-yl)-N-((5-phenyl-1,3,4-thiadiazol-2-yl)methyl)-1H-1,2,3-triazole-4-carboxamide CC1=NN(C(=C1N1N=NC(=C1)C(=O)NCC=1SC(=NN1)C1=CC=CC=C1)C)COCC[Si](C)(C)C